4-(5-(3-chloro-5-(trifluoromethyl)phenyl)-5-(trifluoromethyl)-4,5-dihydroisoxazol-3-yl)-N-((methoxylimino)methyl)-1-naphthylformamide ClC=1C=C(C=C(C1)C(F)(F)F)C1(CC(=NO1)C1=CC=C(C2=CC=CC=C12)N(C=O)C=NOC)C(F)(F)F